6-piperidin-1-ium-3-yl-3H-1,3-benzoxazol-2-one hydrochloride Cl.[NH2+]1CC(CCC1)C1=CC2=C(NC(O2)=O)C=C1